4-(2-{5-[(1R,4R,7R)-7-amino-2-azabicyclo[2.2.1]heptane-2-carbonyl]-7-methoxy-1-methyl-1H-1,3-benzodiazol-2-yl}-1-(cyclopropylmethyl)-1H-indol-6-yl)-2,3-dihydro-1H-isoindol-1-one N[C@H]1[C@@H]2N(C[C@H]1CC2)C(=O)C2=CC1=C(N(C(=N1)C=1N(C3=CC(=CC=C3C1)C1=C3CNC(C3=CC=C1)=O)CC1CC1)C)C(=C2)OC